9-Fluoro-8-((3-methoxybenzyl)amino)-[1,3]dioxolo[4',5':4,5]benzo[1,2-b]benzo[e]oxepin-11(6H)-one FC=1C(=CC2=C(C(C3=C(OC2)C=C2C(=C3)OCO2)=O)C1)NCC1=CC(=CC=C1)OC